(3,3-dimethylbutane-1,1-diyl)dibenzene CC(CC(C1=CC=CC=C1)C1=CC=CC=C1)(C)C